2-{1-[2-(1H-1,3-benzodiazol-2-yl)ethyl]-3-fluoroazetidin-3-yl}-N-[(3-fluoropyridin-2-yl)methyl]-[1,3]thiazolo[5,4-d]pyrimidin-7-amine N1C(=NC2=C1C=CC=C2)CCN2CC(C2)(F)C=2SC=1N=CN=C(C1N2)NCC2=NC=CC=C2F